trans-3-(3,3-dimethylbutyl)-N-[6-(2-methylindol-5-yl)pyridazin-3-yl]-3-azabicyclo[3.1.0]hexane-6-amine CC(CCN1CC2C(C2C1)NC=1N=NC(=CC1)C=1C=C2C=C(NC2=CC1)C)(C)C